5-(5-(5-bromothiophen-3-yl)-1-propionyl-4,5-dihydro-1H-pyrazol-3-yl)-4-methylthieno[2,3-b]pyridin-6(7H)-one BrC1=CC(=CS1)C1CC(=NN1C(CC)=O)C1=C(C2=C(NC1=O)SC=C2)C